3,6-Dibromo-2-(4-methoxyphenyl)imidazole tert-butyl-3-bromo-7,8-dihydro-1,6-naphthyridine-6(5H)-carboxylate C(C)(C)(C)OC(=O)N1CC=2C=C(C=NC2CC1)Br.BrN1C(=NC=C1)C1=CC=C(C=C1Br)OC